(2-(4,4-difluoro-1-hydroxycyclohexyl)-(N-(3-fluoro-3-methylbutyl))-N-methylacetamide) FC1(CCC(CC1)(O)CC(=O)N(C)CCC(C)(C)F)F